C(C)OC(=O)C=1N=NNC1OC1=CN(C(C(=C1)C#CCC1CC1)=O)C 5-((5-(3-cyclopropylprop-1-ynyl)-1-methyl-6-oxo-1,6-dihydropyridin-3-yl)oxy)-1H-1,2,3-triazole-4-carboxylic acid ethyl ester